Methyl 5-(1,4-dioxa-8-azaspiro[4.5]decan-8-yl)pyridine-2-carboxylate O1CCOC12CCN(CC2)C=2C=CC(=NC2)C(=O)OC